(2s,4s)-1-(3-cyano-4,6-dimethylpyridin-2-yl)-N-(3-(difluoromethyl)phenyl)-4-hydroxy-N-methylpyrrolidine-2-carboxamide C(#N)C=1C(=NC(=CC1C)C)N1[C@@H](C[C@@H](C1)O)C(=O)N(C)C1=CC(=CC=C1)C(F)F